NCCC(=O)N1CC2(CCN(CC2)C2=C(C(=CC=C2)OC)Cl)C=2C=CC(=NC2C1)C=1C(=NC=CC1)OCC 3-amino-1-[1'-(2-chloro-3-methoxyphenyl)-2-(2-ethoxypyridin-3-yl)spiro[6,8-dihydro-1,7-naphthyridine-5,4'-piperidine]-7-yl]propan-1-one